[I-].ClC1=[N+](C=CC2=C1C(=CN2C)I)CC 4-Chloro-5-ethyl-3-iodo-1-methyl-1H-pyrrolo[3,2-c]pyridin-5-ium iodide